COC1=CC=C(C=N1)C1CCN(CC1)C1=C(C(N(C2=CC=CC=C12)C)=O)C#N 4-[4-(6-methoxypyridin-3-yl)piperidin-1-yl]-1-methyl-2-oxo-1,2-dihydroquinoline-3-carbonitrile